Cl.FC1(CC12CCC(CC2)N)F (3s,6s)-1,1-Difluorospiro[2.5]octan-6-amine hydrochloride